BrC1=CC=CC(=N1)OCC=1C(=CC(=NC1)C(=O)O)Cl 5-[(6-bromo-2-pyridyl)oxymethyl]-4-chloro-pyridine-2-carboxylic acid